4-(ethylsulfanyl)-2-(6-azaspiro[2.5]oct-6-yl)-N-(5-(trifluoromethyl)thieno[2,3-b]pyridin-3-yl)benzamide C(C)SC1=CC(=C(C(=O)NC2=CSC3=NC=C(C=C32)C(F)(F)F)C=C1)N1CCC3(CC3)CC1